fluoro-N-[3-hydroxy-1-(2-thienyl)propyl]isonicotinamide FC1=C(C(=O)NC(CCO)C=2SC=CC2)C=CN=C1